OCCN1C(C=C(C=C1C)N1C(C(CC1)(C1=CC=CC=C1)C)=O)=O 1-(2-hydroxyethyl)-6-methyl-4-(3-methyl-2-oxo-3-phenylpyrrolidin-1-yl)pyridin-2(1H)-one